5-(1-(2,4-difluorophenyl)-5-(3,5-dimethylisoxazol-4-yl)-1H-pyrrolo[2,3-b]pyridin-3-yl)-6-ethoxy-4-methylpicolinic acid FC1=C(C=CC(=C1)F)N1C=C(C=2C1=NC=C(C2)C=2C(=NOC2C)C)C=2C(=CC(=NC2OCC)C(=O)O)C